ferric sulfate sodium silicate [Si]([O-])([O-])([O-])[O-].[Na+].S(=O)(=O)(O)O.[Fe+3]